O1COC=2C=CC=3C=C(N=CC3C21)C2=CC=CC=C2 6-([1,3]dioxolo[4,5-h]isoquinolin-7-yl)benzol